Octane-2-carboxylic acid tert-butyl ester hydrochloride Cl.C(C)(C)(C)OC(=O)C(C)CCCCCC